4-benzyloxy-3-(N,N-diisopropylaminoethyl)indole C(C1=CC=CC=C1)OC1=C2C(=CNC2=CC=C1)CCN(C(C)C)C(C)C